C(#N)C=1C=C(C=NC1)S(=O)(=O)NC(C(F)(F)F)C=1SC(=CN1)C 5-cyano-N-(2,2,2-trifluoro-1-(5-methylthiazol-2-yl)ethyl)pyridine-3-sulfonamide